C(C)N1C2=C([C@H]([C@H](C1=O)NC(C1=CC(=CC=C1)C(F)(F)F)=O)C1=CC=C(C=C1)F)C(=NN2C2=CC=CC=C2)CN(CC=CC(=O)[O-])C 4-((((4R,5R)-7-ethyl-4-(4-fluorophenyl)-6-oxo-1-phenyl-5-(3-(trifluoromethyl)benzamido)-4,5,6,7-tetrahydro-1H-pyrazolo[3,4-b]pyridine-3-yl)methyl)(methyl)amino)but-2-enoate